benzyl 3-(pyridine-2-carbonyl)piperazine-1-carboxylate hydrochloride Cl.N1=C(C=CC=C1)C(=O)C1CN(CCN1)C(=O)OCC1=CC=CC=C1